NC=1C(=CC2=C(N(C(CO2)=O)CC#C)C1)F 6-amino-7-fluoro-4-(2-propynyl)-2H-1,4-benzoxazin-3(4H)-one